The molecule is an N-sulfonylcarboxamide that is N-(methylsulfonyl)benzamide in which the phenyl ring is substituted by a nitro group at position 2 and a 2-chloro-4-(trifluoromethyl)phenoxy group at position 5. A protoporphyrinogen oxidase inhibitor, it was specially developed for use (generally as the corresponding sodium salt, fomesafen-sodium) for post-emergence control of broad-leaf weeds in soya. It has a role as a herbicide, an agrochemical and an EC 1.3.3.4 (protoporphyrinogen oxidase) inhibitor. It is an aromatic ether, a N-sulfonylcarboxamide, a C-nitro compound, an organofluorine compound, a member of monochlorobenzenes and a member of phenols. It is a conjugate acid of a fomesafen(1-). CS(=O)(=O)NC(=O)C1=C(C=CC(=C1)OC2=C(C=C(C=C2)C(F)(F)F)Cl)[N+](=O)[O-]